FC=1C=C(C=C(C1)O)C1=CC=C2CC/C(/C(C2=C1)=O)=N/O (2Z)-7-(3-fluoro-5-hydroxyphenyl)-2-(hydroxyimino)-1,2,3,4-tetrahydronaphthalen-1-one